4-{1-[3-(trifluoromethyl)benzyl]-1H-pyrazol-4-yl}-1H-pyrrolo[2,3-b]pyridine FC(C=1C=C(CN2N=CC(=C2)C2=C3C(=NC=C2)NC=C3)C=CC1)(F)F